ClC=1C=C(C2=C([C@@H](CO2)O)C1)S(=O)(=O)NC1=C(C(=C(C=C1)F)C=1C=C2C=NC(=NC2=C(C1)F)NC1CCN(CC1)C)F (3S)-5-chloro-N-(2,4-difluoro-3-{8-fluoro-2-[(1-methylpiperidin-4-yl)amino]quinazolin-6-yl}phenyl)-3-hydroxy-2,3-dihydro-1-benzofuran-7-sulfonamide